C(N)(=N)C1=CC(=C(CNC(=O)C=2N=NN(C2)CC=2N=C3N(C=C(C=C3C(=O)OCC)C3CC3)C2)C(=C1)C)C ethyl 2-((4-((4-carbamimidoyl-2,6-dimethylbenzyl)carbamoyl)-1H-1,2,3-triazol-1-yl)methyl)-6-cyclopropylimidazo[1,2-a]pyridine-8-carboxylate